NC1=NC=NN2C1=C(C=C2C=2C(=CC(=C(C(=O)N[C@@H]1CN(C[C@@H]1F)C(=O)C1=NC=CC(=C1)Cl)C2)C)F)C(F)(F)F 5-[4-amino-5-(trifluoromethyl)pyrrolo[2,1-f][1,2,4]triazin-7-yl]-N-[(3R,4S)-1-(4-chloropyridine-2-carbonyl)-4-fluoropyrrolidin-3-yl]-4-fluoro-2-methylbenzamide